C1(CCC1)COC1=CC=NC2=CC=C(C=C12)OCC12CCC(CC1)(CC2)OCC=2C(=NOC2C2CC2)C2=C(C=NC=C2Cl)Cl 4-(Cyclobutylmethoxy)-6-((4-((5-cyclopropyl-3-(3,5-dichloropyridin-4-yl)isoxazol-4-yl)methoxy)bicyclo[2.2.2]octan-1-yl)methoxy)chinolin